4-(4-formylphenyl)piperidine-1-carboxylic acid C(=O)C1=CC=C(C=C1)C1CCN(CC1)C(=O)O